3-(4-(((1r,4r)-4-aminocyclohexyl)(pentyl)amino)-1-oxoisoindolin-2-yl)piperidine-2,6-dione NC1CCC(CC1)N(C1=C2CN(C(C2=CC=C1)=O)C1C(NC(CC1)=O)=O)CCCCC